1-(4-octylphenethyl)piperidin-4-amine C(CCCCCCC)C1=CC=C(CCN2CCC(CC2)N)C=C1